FC=1C=2N(C=CC1)N=C(C2)[C@@H]2N(CCC1=C2N=CN1)C(=O)C1=NC(=NN1C)C(F)(F)F (R)-(4-(4-fluoropyrazolo[1,5-a]pyridin-2-yl)-6,7-dihydro-1H-imidazo[4,5-c]pyridin-5(4H)-yl)(1-methyl-3-(trifluoromethyl)-1H-1,2,4-triazol-5-yl)methanone